3'-Fluoro-5'-methoxy-2',6-dimethyl-[4,4'-bipyridine]-3-carboxylic acid FC=1C(=NC=C(C1C1=C(C=NC(=C1)C)C(=O)O)OC)C